P(=O)(OCC1=CC=CC=C1)(OCC1=CC=CC=C1)OC1CN(C1)C(CCCCCCCCC1=CC=C(C=C1)CC)=O Dibenzyl 1-[9-(4-ethylphenyl)nonanoyl]azetidin-3-yl phosphate